4-amino-6-chloropyrimidine NC1=NC=NC(=C1)Cl